(S)-(2-((4-((methanesulfonyl)carbamoyl)phenyl)amino)-2-oxo-1-phenylethyl)carbamic acid tert-butyl ester C(C)(C)(C)OC(N[C@H](C(=O)NC1=CC=C(C=C1)C(NS(=O)(=O)C)=O)C1=CC=CC=C1)=O